C1(CCC=CCCC1)=O (s)-cyclooct-4-enone